CC1(OC2C(O1)C=CC2O)C 2,2-dimethyl-3a,6a-dihydro-4H-cyclopenta[d][1,3]dioxol-4-ol